CC1=CN(C2=C1C=NC=C2)C(C(=O)O)C 2-(3-methylpyrrolo[3,2-c]pyridin-1-yl)propanoic acid